(3R,5R,8R,9R,10S,13S,14S,16R,17S)-17-acetyl-3-hydroxy-3,13-dimethylhexadecahydro-1H-cyclopenta[a]phenanthrene-16-carbonitrile C(C)(=O)[C@H]1[C@@H](C[C@H]2[C@@H]3CC[C@@H]4C[C@](CC[C@@H]4[C@H]3CC[C@]12C)(C)O)C#N